CN1C=C(C=2C1=CN=C(C2)NC(CC)=O)C2=CC(=C1C(=N2)C2(OCC1)COCC2)OC2COC2 N-(1-methyl-3-(4'-(oxetan-3-yloxy)-4,5,5',6'-tetrahydro-2H-spiro[furan-3,8'-pyrano[3,4-b]pyridin]-2'-yl)-1H-pyrrolo[2,3-c]pyridin-5-yl)propionamide